4-fluoro-11-oxo-10,11-dihydrodibenzo[b,f][1,4]thiazepine-8-carboxylic acid 5,5-dioxide FC1=CC=CC=2C(NC3=C(S(C21)(=O)=O)C=CC(=C3)C(=O)O)=O